COC(=O)[C@@H]1N(CCOC1)C([C@@H](N(C)C(=O)OC(C)(C)C)CC(C)C)=O.FC1=CC=C(C=C1)[C@@H](CN1C[C@H](CCC1)F)NS(=O)(=O)C1=CC=C(C=C1)OC(F)(F)F N-((S)-1-(4-fluorophenyl)-2-((S)-3-fluoropiperidin-1-yl)ethyl)-4-(trifluoromethoxy)benzenesulfonamide methyl-(R)-4-(N-(tert-butoxycarbonyl)-N-methyl-L-leucyl)morpholine-3-carboxylate